2-cyclopropyl-6-(2-ethoxy-2-oxoethyl)-4H-pyrrolo[2,3-d]thiazole-4-carboxylic acid tert-butyl ester C(C)(C)(C)OC(=O)N1C=C(C2=C1N=C(S2)C2CC2)CC(=O)OCC